tert-butyl (2S,4R)-2-{[(1,3-dioxo-1,3-dihydro-2H-isoindol-2-yl)oxy]methyl}-4-methylpyrrolidine-1-carboxylate O=C1N(C(C2=CC=CC=C12)=O)OC[C@H]1N(C[C@@H](C1)C)C(=O)OC(C)(C)C